N1C=C(C2=CC=CC=C12)CC(N(C([2H])([2H])[2H])C([2H])([2H])[2H])[2H] 2-(1H-indol-3-yl)-N,N-bis(methyl-d3)ethan-1-amine-1-d